2-((1H-pyrazol-3-yl)methyl)-6-((4-chloro-1H-pyrazol-5-yl)methyl)-4-methyl-4H-thiazolo[5',4':4,5]pyrrolo[2,3-d]pyridazin-5(6H)-one N1N=C(C=C1)CC=1SC2=C(N(C=3C(N(N=CC32)CC3=C(C=NN3)Cl)=O)C)N1